[K+].N1CC(C1)S(=O)(=O)[NH-] azetidine-3-sulfonamide, Potassium Salt